N-[(2S,3R)-1-(2,2-dimethylpropanoyl)-2-{[3-(4,6-dimethylpyrimidin-2-yl)-2-fluorophenyl]methyl}-4,4-difluoro-pyrrolidin-3-yl]ethanesulfonamide CC(C(=O)N1[C@H]([C@H](C(C1)(F)F)NS(=O)(=O)CC)CC1=C(C(=CC=C1)C1=NC(=CC(=N1)C)C)F)(C)C